C(C1=CC=CC=C1)OC(=O)N[C@@H]([C@@H](CC)C1=CC=C(C=C1)F)C=1N=C2N(N=CC(=C2)CC2(C(N[C@@H](C2)C(F)(F)F)=O)C(=O)OC)C1 methyl (5S)-3-((2-((1S,2S)-1-(((benzyloxy)carbonyl)amino)-2-(4-fluorophenyl)butyl)imidazo[1,2-b]pyridazin-7-yl)methyl)-2-oxo-5-(trifluoromethyl)pyrrolidine-3-carboxylate